N1=CN=C(C2=CC=CC=C12)NC1=CC=C(C=C1)NC(C)=O N-(4-(quinazolin-4-ylamino)phenyl)acetamide